((((R)-6-((S)-2-carboxy-2-((R)-pyrrolidin-3-yl)ethyl)-2,3-dihydro-1H-inden-1-yl)azepinediyl)bis(methylene))bis(3,1-phenylene-4-d)bis(2-((R)-pyrrolidin-3-yl)propanoic acid) C(=O)(O)[C@@H](CC1=CC=C2CC[C@H](C2=C1)C=1C(=C(NC=CC1)CC=1C=C(C=CC1[2H])C(C(=O)O)(C)[C@@H]1CNCC1)CC=1C=C(C=CC1[2H])C(C(=O)O)(C)[C@@H]1CNCC1)[C@@H]1CNCC1